4-(6-((1-(4-(Difluoromethyl)phenyl)-4-methyl-1H-1,2,3-triazol-5-yl)methoxy)pyridazine-3-yl)-1-(1-isopropylazetidin-3-yl)piperazin-2-one FC(C1=CC=C(C=C1)N1N=NC(=C1COC1=CC=C(N=N1)N1CC(N(CC1)C1CN(C1)C(C)C)=O)C)F